1-(2-ethyl-6-(methylsulfonyl)phenyl)-6-fluoro-7-(2-fluoro-6-hydroxyphenyl)pyridino[2,3-d]pyrimidin-2(1H)-one C(C)C1=C(C(=CC=C1)S(=O)(=O)C)N1C(N=CC2=C1N=C(C(=C2)F)C2=C(C=CC=C2O)F)=O